O[C@H]1C[C@@H](CC1)NC(=O)C=1N=NC(=CC1)OCC=1C(=NOC1C)C=1C=NC(=CC1)C |r| N-((1RS,3RS)-3-hydroxycyclopentyl)-6-((5-methyl-3-(6-methylpyridin-3-yl)isoOxazol-4-yl)methoxy)pyridazine-3-carboxamide